tert-Butyl (2S,5S)-4-(bis(4-fluorophenyl)methyl)-5-formyl-2-methylpiperazine-1-carboxylate FC1=CC=C(C=C1)C(N1C[C@@H](N(C[C@H]1C=O)C(=O)OC(C)(C)C)C)C1=CC=C(C=C1)F